imidazo[1',2':1,6]pyrido[2,3-d]pyrimidin-2-amine N1=C(N=CC2=C1N1C(C=C2)=NC=C1)N